CC(C)CC(C)NC1=CC=C(C=C1)NC2=CC=CC=C2 N-1,3-dimethylbutyl-N-phenyl-p-phenylenediamine